(S)-4-((2-(3,5-difluorophenoxy)ethyl)(4-(5,6,7,8-tetrahydro-1,8-naphthyridin-2-yl)butyl)amino)-2-((7-methyl-7H-pyrrolo[2,3-d]pyrimidin-4-yl)amino)butanoic acid FC=1C=C(OCCN(CC[C@@H](C(=O)O)NC=2C3=C(N=CN2)N(C=C3)C)CCCCC3=NC=2NCCCC2C=C3)C=C(C1)F